tris(1H-imidazol-1-yl)-1,3,5-triazine N1(C=NC=C1)C1=NC(=NC(=N1)N1C=NC=C1)N1C=NC=C1